tert-butyl (1S,3R,5R)-2,2-difluoro-3-hydroxy-1,5-dimethyl-8-azabicyclo[3.2.1]octane-8-carboxylate FC1([C@@]2(CC[C@](C[C@H]1O)(N2C(=O)OC(C)(C)C)C)C)F